9,10-bis(2-methoxyethoxy)-1,4-dihydroanthracene COCCOC=1C2=CC=CC=C2C(=C2CC=CCC12)OCCOC